C1(=CC=C(C=C1)C[C@H](C[C@H](C(=O)OCC)C)NC(CCC(=O)N[C@@H](CC1=CC=CC=C1)C(=O)O)=O)C1=CC=CC=C1 (4-(((2S,4R)-1-([1,1'-biphenyl]-4-yl)-5-ethoxy-4-methyl-5-oxopentan-2-yl)amino)-4-oxobutanoyl)-L-phenylalanine